N-[1-[[6-(trifluoromethyl)pyridin-2-yl]amino]-2,3-dihydro-1H-inden-5-yl]acrylamide tert-butyl-3,3-difluoro-4-oxo-piperidine-1-carboxylate C(C)(C)(C)OC(=O)N1CC(C(CC1)=O)(F)F.FC(C1=CC=CC(=N1)NC1CCC2=CC(=CC=C12)NC(C=C)=O)(F)F